1-((((R)-1-(benzo[d][1,3]dioxol-5-yl)propan-2-yl)(methyl)carbamoyl)oxy)ethyl pivalate C(C(C)(C)C)(=O)OC(C)OC(N(C)[C@@H](CC1=CC2=C(OCO2)C=C1)C)=O